1-(5-((2,3-dihydrobenzo[b][1,4]dioxin-5-yl)amino)-2-fluoro-7-(methylamino)pyrazolo[1,5-a]pyrimidin-3-yl)-3-methylurea O1C2=C(OCC1)C(=CC=C2)NC2=NC=1N(C(=C2)NC)N=C(C1NC(=O)NC)F